BrC=1C=C(C(=O)NC2=NC(=NC(=C2)C)N2CCC(CC2)(F)F)C(=CN1)N1CCC2(CC2)CC1 2-Bromo-N-(2-(4,4-difluoropiperidin-1-yl)-6-methylpyrimidin-4-yl)-5-(6-azaspiro[2.5]octan-6-yl)isonicotinamide